(R)-2-(2-((2,5-Bis(trifluoromethyl)pyrazolo[1,5-a]pyrimidin-7-yl)amino)-1-(4-fluorophenyl)ethyl)-2,6-diazaspiro[3.4]octan-7-one FC(C1=NN2C(N=C(C=C2NC[C@@H](C2=CC=C(C=C2)F)N2CC3(C2)CNC(C3)=O)C(F)(F)F)=C1)(F)F